ClC1=C(C(=CC=C1)OC)C1(CC1)C(=O)N[C@H](C(=O)O)CCN(CCCCC1=NC=2NCCCC2C=C1)[C@H](COCC)C (S)-2-(1-(2-chloro-6-methoxyphenyl)cyclopropane-1-carboxamido)-4-(((S)-1-ethoxypropan-2-yl)(4-(5,6,7,8-tetrahydro-1,8-naphthyridin-2-yl)butyl)amino)butanoic acid